nickel porphyrin imidazole salt N1C=NC=C1.C12=CC=C(N1)C=C1C=CC(=N1)C=C1C=CC(N1)=CC=1C=CC(N1)=C2.[Ni]